((6-(difluoromethoxy)-2-(4''-((3-methoxypyrrolidin-1-yl)methyl)-2,2'-dimethyl-[1,1':3',1''-terphenyl]-3-yl)benzo[d]oxazol-5-yl)methyl)-L-proline FC(OC1=CC2=C(N=C(O2)C=2C(=C(C=CC2)C2=C(C(=CC=C2)C2=CC=C(C=C2)CN2CC(CC2)OC)C)C)C=C1CN1[C@@H](CCC1)C(=O)O)F